ClC=1C=NC(=C(C(=O)NC2CCC(CC2)CN2C(N(C3=C2C=CC=C3)C3=CC2=C(N(N=N2)CCO)C=C3)=O)C1)C 5-chloro-N-((1r,4r)-4-((3-(1-(2-hydroxyethyl)-1H-benzo[d][1,2,3]triazol-5-yl)-2-oxo-2,3-dihydro-1H-benzo[d]imidazol-1-yl)methyl)cyclohexyl)-2-methylnicotinamide